C1(CCCCC1)N1CC(CC2=CC=CC=C12)CNC(C=C)=O N-((1-cyclohexyl-1,2,3,4-tetrahydroquinolin-3-yl)methyl)acrylamide